CC1=C(C(=O)OC2=CC=CC=C2)C=CC(C1)(N)N phenyl 2-methyl-4-amino-(4'-aminobenzoate)